C1=CC=CCC12CCCCC2 spiro[5.5]-undeca-1,3-diene